C(CC)[Si](OCCC)(CCC)CCC tripropyl-propoxysilane